OC(CCCCCCCCCCCCC(=O)O)CCC(CCCCCCCCCCCC)O 14,17-Dihydroxynonacosanoic acid